C1(CC1)C1=NC=C(C(=N1)C1CCN(CC1)C(=O)OCCCC)C1=CC(=NO1)C Butyl 4-(2-cyclopropyl-5-(3-methylisoxazol-5-yl)pyrimidin-4-yl)piperidine-1-carboxylate